N-((R)-5-(5-((R)-1-hydroxypropan-2-yl)-1,2,4-oxadiazol-3-yl)-2,3-dihydro-1H-inden-1-yl)-1-methyl-1H-pyrazole-5-carboxamide OC[C@@H](C)C1=NC(=NO1)C=1C=C2CC[C@H](C2=CC1)NC(=O)C1=CC=NN1C